CN(C1=CC=C2N(C=3C=CC=C(C3[C@@H](C2=C1)C1=CC=CC2=CC=CC=C12)OC)C1=CC=CC=C1)C |r| (±)-7-(dimethylamino)-1-methoxy-9-(naphthalen-1-yl)-10-phenylacridine